1,3-dioxepan-5-carbaldehyde O1COCC(CC1)C=O